NC1=NC(=C2N=CN(C2=N1)[C@@H]1C([C@@H](C(C1)O)CN1C(C2=CC=CC=C2C1=O)=O)=C)O ((1R,3S)-3-(2-amino-6-hydroxy-9H-purin-9-yl)-5-hydroxy-2-methylenecyclopentyl)methyl-isoindoline-1,3-dione